FC=1C=CC(=C(OCCOCCNC(OC(C)(C)C)=O)C1)C1=C2C(=C(N=N1)C=1C=C3CCNCC3=CC1)SC=C2C tert-butyl N-[2-[2-[5-fluoro-2-[3-methyl-7-(1,2,3,4-tetrahydroisoquinolin-6-yl)thieno[2,3-d]pyridazin-4-yl]phenoxy]ethoxy]ethyl]carbamate